N-(3-(((2-((4-(4-((6-(2,6-dioxopiperidin-3-yl)pyridin-3-yl)methyl)piperazin-1-yl)phenyl)amino)-5-(trifluoromethyl)pyrimidin-4-yl)amino)methyl)pyrazin-2-yl)-N-methylmethanesulfonamide O=C1NC(CCC1C1=CC=C(C=N1)CN1CCN(CC1)C1=CC=C(C=C1)NC1=NC=C(C(=N1)NCC=1C(=NC=CN1)N(S(=O)(=O)C)C)C(F)(F)F)=O